(hydroxy)-3,5-dimethoxybenzaldehyde OC1=C(C=O)C=C(C=C1OC)OC